S(=O)(=O)(C1=CC=C(C=C1)N1C=C2C=C3C(=CC2=C1)COC3)C3=CC=C(C=C3)N3C=C1C=C2C(=CC1=C3)COC2 6,6'-(sulfonylbis-4,1-phenylene)bis-1H-furo[3,4-f]isoindole